ClC=1C=C(N)C=C(C1OC=1C=NC(=C(C1)C1CCC1)Cl)Cl 3,5-dichloro-4-((6-chloro-5-cyclobutylpyridin-3-yl)oxy)aniline